C(CCCCCCCCCCCCC=CCC=CCCCCCCCC)(=O)O Hexacosa-14,17-dienoic acid